FC1=C(C=CC=C1OC(F)(F)F)[C@]1(C([C@@](CCC1)(C)O)=O)NC (2R,6S)-2-(2-fluoro-3-(trifluoromethoxy)phenyl)-6-hydroxy-6-methyl-2-(methylamino)cyclohexane-1-one